1-tosyl-6-(1,1,1-trifluoro-2-hydroxypropan-2-yl)-4,5,6,7-tetrahydro-1H-indole-3-sulfonic acid S(=O)(=O)(C1=CC=C(C)C=C1)N1C=C(C=2CCC(CC12)C(C(F)(F)F)(C)O)S(=O)(=O)O